ClC=1C=NN(C1C(=O)NC1=NC=C(C=C1C)C#CC1=CC(=CC=C1)F)C1CCN(CC1)C(C(C)(C)C)=O 4-chloro-N-(5-((3-fluorophenyl)ethynyl)-3-methylpyridin-2-yl)-1-(1-pivaloylpiperidin-4-yl)-1H-pyrazole-5-carboxamide